N1(N=CC=C1)C=1C=C(C=CC1)[C@@H]1C[C@@H](N(CC1)C(=O)OC(C)(C)C)C(=O)OC(C)(C)C di-tert-butyl (2R,4S)-4-(3-(1H-pyrazol-1-yl)phenyl)piperidine-1,2-dicarboxylate